(S)-tert-butyl 4-(5-amino-4-carbamoylpyridin-2-yl)-3-methylpiperazine-1-carboxylate NC=1C(=CC(=NC1)N1[C@H](CN(CC1)C(=O)OC(C)(C)C)C)C(N)=O